4'-(1,1,1,3,3,3-hexafluoro-2-hydroxypropan-2-yl)-2'-(trifluoromethyl)-[1,1'-biphenyl]-4-Carboxaldehyde FC(C(C(F)(F)F)(O)C1=CC(=C(C=C1)C1=CC=C(C=C1)C=O)C(F)(F)F)(F)F